ClCC=1C=NC=C(C#N)C1 5-(chloromethyl)-nicotinonitrile